3-pyrrolidinylpropyl-triethoxysilane N1(CCCC1)CCC[Si](OCC)(OCC)OCC